The molecule is the carbohydrate acid derivative anion formed by proton loss from the free carboxy group of alpha-Kdo1Me-(2->8)-alpha-Kdo-OAll It is a conjugate base of an alpha-Kdo1Me-(2->8)-alpha-Kdo-OAll. COC(=O)[C@]1(C[C@H]([C@H]([C@H](O1)[C@@H](CO)O)O)O)OC[C@H]([C@@H]2[C@@H]([C@@H](C[C@@](O2)(C(=O)[O-])OCC=C)O)O)O